4-(bromomethylene)tetrahydro-2H-pyran BrC=C1CCOCC1